CC1=CC=CC(=N1)C1=NN(C=C1C1=CC=NC2=CC=CC=C12)CC(=O)NC=1C=C(C(=O)OCCNC(OC(C)(C)C)=O)C=C(C1)F tert-butyl 2-(3-(2-(3-(6-methylpyridin-2-yl)-4-(quinolin-4-yl)-1H-pyrazol-1-yl)acetamido)-5-fluorobenzoyloxy)ethylcarbamate